NCCCNCCS=P(O)(O)O S-2-(3-aminopropylamino)ethyl-thiophosphoric acid